(4,9,10-Tris(trifluoromethyl)perylene-3-yl)butyric acid FC(C=1C2=C(C=CC=3C=4C=CC(=C5C(=CC=C(C(=CC1)C23)C54)C(F)(F)F)C(F)(F)F)C(C(=O)O)CC)(F)F